FC=1C(=NC=C(C1)OS(=O)(=O)C)C=1C=NN(C1)C 4-(3-fluoro-5-((methylsulfonyl)oxy)pyridin-2-yl)-1-methyl-1H-pyrazole